N-(3-(3-chloro-2-(3-methoxy-4-(((((R)-5-oxopyrrolidin-2-yl)methyl)amino)methyl)phenyl)pyridin-4-yl)-2-methylphenyl)-5-(((R)-3-hydroxypyrrolidin-1-yl)methyl)picolinamide ClC=1C(=NC=CC1C=1C(=C(C=CC1)NC(C1=NC=C(C=C1)CN1C[C@@H](CC1)O)=O)C)C1=CC(=C(C=C1)CNC[C@@H]1NC(CC1)=O)OC